1,1-bis(4-methylphenyl)prop-2-en-1-ol Tert-butyl-((R)-1-((3-((R)-1-(3H-imidazo[4,5-b]pyridin-5-yl)pyrrolidin-2-yl)-5-fluoropyridin-2-yl)oxy)propan-2-yl)carbamate C(C)(C)(C)N(C(=O)OC(C=C)(C1=CC=C(C=C1)C)C1=CC=C(C=C1)C)[C@@H](COC1=NC=C(C=C1[C@@H]1N(CCC1)C1=CC=C2C(=N1)NC=N2)F)C